4-(1-carbamimidoyl-1,2,3,6-tetrahydropyridin-4-yl)-N-[4-(1-carbamimidoyl-1,2,3,6-tetrahydropyridin-4-yl)-3-methoxyphenyl]thiophene-2-carboxamide trifluoroacetate FC(C(=O)O)(F)F.C(N)(=N)N1CCC(=CC1)C=1C=C(SC1)C(=O)NC1=CC(=C(C=C1)C=1CCN(CC1)C(N)=N)OC